COC(=O)C=1N=C(SC1)N1CCOCC1 2-morpholinothiazole-4-carboxylic acid methyl ester